ClC=1C=C2C(=NC=NC2=C(C1)C(F)(F)F)N(C(C)C1=NC=CN=C1N1N=CC=N1)C 6-chloro-N-methyl-N-[1-[3-(triazol-2-yl)pyrazin-2-yl]ethyl]-8-(trifluoromethyl)quinazolin-4-amine